CN(CCOC1=CC=C(C=C1)[C@H]1CNC(N1C1=CC2=C(NC=N2)C=C1)=O)C (S)-5-(4-(2-(Dimethylamino)ethoxy)phenyl)-1-(1H-benzo[d]imidazol-5-yl)imidazolidin-2-on